C1(CCCC1)NC(OC1=C(C=CC=C1)C(F)(F)F)=O 2-(trifluoromethyl)phenyl cyclopentylcarbamate